CCS(=O)(=O)[N+](CC)(CC)CC (2-ethylsulfonyl)triethylammonium